2-amino-7-hydroxy-3-methyl-N-(2-methylpropyl)-N-((5-(trifluoromethyl)-2-pyridinyl)methyl)-6-quinolinecarboxamide NC1=NC2=CC(=C(C=C2C=C1C)C(=O)N(CC1=NC=C(C=C1)C(F)(F)F)CC(C)C)O